CC=1N=CSC1C1=C(CC2=CC(=CC=C12)OCCCC1=CC=NC=C1)C=1C=NC=CC1 3-(4-methylthiazol-5-yl)-2-(pyridin-3-yl)-6-(3-(pyridin-4-yl)propoxy)-1H-indene